N-[(5-Chlorothiophen-2-yl)methyl]-1-(2-fluorobenzoyl)-4-methyl-3-[1-(morpholin-4-carbonyl)-4-(trifluoromethyl)piperidin-3-yl]-1H-pyrazol-5-amin ClC1=CC=C(S1)CNC1=C(C(=NN1C(C1=C(C=CC=C1)F)=O)C1CN(CCC1C(F)(F)F)C(=O)N1CCOCC1)C